5-((6-bromo-3-isopropyl-3H-imidazo[4,5-c]pyridin-4-yl)amino)-N-cyclobutyl-4-fluoro-2-methylbenzamide BrC1=CC2=C(C(=N1)NC=1C(=CC(=C(C(=O)NC3CCC3)C1)C)F)N(C=N2)C(C)C